(3,5-difluorophenyl)[7-(trifluoromethylsulfonyl)-1H-indazol-4-yl]amine FC=1C=C(C=C(C1)F)NC1=C2C=NNC2=C(C=C1)S(=O)(=O)C(F)(F)F